FC(C=1C=C(C=C(C1)C(F)(F)F)CN1CSC[C@H]1C1=NC=NN1C1=NC=CC=N1)(F)F (R)-{3,5-bis(trifluoromethyl)phenyl}[4-{1-(pyrimidin-2-yl)-1H-1,2,4-triazol-5-yl}thiazolidin-3-yl]methane